(2-oxabicyclo[2.2.2]octan-4-yl)methanol C12OCC(CC1)(CC2)CO